ClC1=C(C=CC=C1)CC(=O)NC1=CC(=C2C=CC(=NC2=C1)N1CC(N(CC1)C)=C=O)S(N)(=O)=O 2-(2-chlorophenyl)-N-(2-(4-methyl-3-carbonylpiperazin-1-yl)-5-sulfamoylquinolin-7-yl)acetamide